2-Cyclobutyl-N-(5-(6-(4-hydroxy-3-methoxyphenyl)pyrazin-2-yl)thiophen-3-yl)acetamide C1(CCC1)CC(=O)NC1=CSC(=C1)C1=NC(=CN=C1)C1=CC(=C(C=C1)O)OC